C1CC12CCN(CC2)C2=C(C(=O)NC1=C3CCC4(CC3=CC=C1)CC4)C=CC(=C2)I 2-{6-azaspiro[2.5]oct-6-yl}-N-{3',4'-dihydro-1'H-spiro[cyclopropane-1,2'-naphthalene]-5'-yl}-4-iodobenzamide